4-((4'-((3-(2,6-dichlorophenyl)-5-isopropylisoxazol-4-yl)methoxy)-[1,1'-biphenyl]-4-yl)methoxy)benzoic acid ClC1=C(C(=CC=C1)Cl)C1=NOC(=C1COC1=CC=C(C=C1)C1=CC=C(C=C1)COC1=CC=C(C(=O)O)C=C1)C(C)C